C1(=CC=CC=C1)C(C(=O)NCC1OCCC1)=CC1=CC=C(C=C1)C phenyl-3-(p-tolyl)-N-(tetrahydrofuran-2-ylmethyl)prop-2-enamide